6-Chloro-1-oxo-4-phenyl-2-(piperidin-1-yl)-1,2-dihydroisoquinoline-3-carboxylic Acid ClC=1C=C2C(=C(N(C(C2=CC1)=O)N1CCCCC1)C(=O)O)C1=CC=CC=C1